C(C)OC(C=C1CC2C(CN(C2)C(=O)OC(C)(C)C)C1)=O tert-Butyl 5-(2-ethoxy-2-oxoethylidene)hexahydrocyclopenta[c]pyrrole-2(1H)-carboxylate